(S)-2-(3-((S)-3-amino-1-(3-((2S,4R)-4-Hydroxytetrahydropyrrol-2-yl)-1,2,4-oxadiazol-5-yl)-3-oxopropyl)ureido)-3-hydroxypropionic acid NC(C[C@@H](C1=NC(=NO1)[C@H]1NC[C@@H](C1)O)NC(N[C@H](C(=O)O)CO)=O)=O